ClC=1C=C(C=CC1)C1=CC(=CC=C1)C1=C(C(=CC=2C3=CC=CC=C3C(C12)(C)C)C1=CC=CC=C1)C1=CC=CC=C1 1-(3'-chloro-[1,1'-biphenyl]-3-yl)-9,9-dimethyl-2,3-diphenyl-9H-fluorene